ClCOC1=NC=CC=C1 chloromethoxypyridine